[Na].COC1=CC=C(C=C1)NN p-methoxyphenylhydrazine sodium